FC(CN1C(=NC=2C1=NC(=CC2)C=2C=CN1N=C(N=CC12)NC1CCC2(COC2)CC1)C)F 5-(3-(2,2-difluoroethyl)-2-methyl-3H-imidazo[4,5-b]pyridin-5-yl)-N-(2-oxaspiro[3.5]nonan-7-yl)pyrrolo[2,1-f][1,2,4]triazin-2-amine